C1=CC=C(C=2SC3=C(C21)C=CC=C3)C=3C=C(C=CC3)C3=CC(=CC=C3)C=3N=C2C(=NC3)OC3=C2C=2C=CC=CC2C=C3 10-[(3'-dibenzothiophen-4-yl)biphenyl-3-yl]naphtho[1',2':4,5]furo[2,3-b]pyrazine